1-benzyl-3-methylimidazolium C(C1=CC=CC=C1)N1C=[N+](C=C1)C